1,5-diazabicyclo[4.3.0]nonene-5-salicylate N12C=CCN(C2CCC1)C=1C=CC=C(C1C(=O)[O-])O